CC1(OCC(NC1)C(=O)O)C 6,6-dimethylmorpholine-3-carboxylic acid